N(=[N+]=[N-])CC1=C(C[C@H](N)C(=O)O)C=CC=C1 o-azidomethyl-L-phenylalanine